C(C1=CC=CC=C1)N1CCC(CC1)[C@H]1OC2(CC2)CN(C1)CC (R)-5-(1-Benzylpiperidin-4-yl)-7-ethyl-4-oxa-7-azaspiro[2.5]octane